(1S,2S,3S,6R)-4-((difluoromethoxy)methyl)-6-((5-(4-fluoro-2,6-dimethylphenoxy)pentyl)amino)cyclohex-4-ene-1,2,3-triol FC(OCC=1[C@@H]([C@@H]([C@H]([C@@H](C1)NCCCCCOC1=C(C=C(C=C1C)F)C)O)O)O)F